N-(pyridin-2-yl)pyrazolo[1,5-a]pyrimidine-3-carboxamide N1=C(C=CC=C1)NC(=O)C=1C=NN2C1N=CC=C2